FC=1C=NC(=NC1)N1CCC(CC1)NC(C1=CC=C(C=C1)C1=NC=CC2=C1C=CO2)=O N-[1-(5-fluoropyrimidin-2-yl)piperidin-4-yl]-4-(furo[3,2-c]pyridin-4-yl)benzamide